C(CCCCC)OC(C(C)(C)OC1=CC=C(C=C1)C(C1=CC=C(C=C1)Cl)=O)=O hexyl-2-(4-(4-chlorobenzoyl) phenoxy)-2-methylpropionate